Methyl Dodecanoate Iodide [I-].C(CCCCCCCCCCC)(=O)OC